C1(CC1)N1[C@H]2[C@@](CCC1)(CCC2)COC=2N=C(C1=C(N2)C(=C(N=C1)C1=CC(=CC2=CC=C(C(=C12)C#C)F)O)F)N1CCOCCC1 4-(2-(((4aS,7aR)-1-cyclopropylocta-hydro-4aH-cyclopenta[b]pyridin-4a-yl)methoxy)-8-fluoro-4-(1,4-oxazepan-4-yl)pyrido[4,3-d]pyrimidin-7-yl)-5-ethynyl-6-fluoronaphthalen-2-ol